O1C=C(C=C1)S(=O)(=O)Cl furan-3-sulfonyl chloride